O=C1C2(C=3N=C(N=CC3N1)C=C)CCN(CC2)C(=O)OC(C)(C)C tert-butyl 6'-oxo-2'-vinyl-5',6'-dihydrospiro[piperidine-4,7'-pyrrolo[3,2-d]pyrimidine]-1-carboxylate